silicon-silicon germanium [Ge].[Si].[Si]